5-methoxycarbonylmethyluridine COC(=O)CC=1C(NC(N([C@H]2[C@H](O)[C@H](O)[C@@H](CO)O2)C1)=O)=O